FC(C1=NC(=NO1)C=1C=C2CC[C@H](C2=CC1)NC(N(C)C)=O)F (R)-3-(5-(5-(difluoromethyl)-1,2,4-oxadiazol-3-yl)-2,3-dihydro-1H-inden-1-yl)-1,1-dimethylurea